(19R)-3-(cyclopropylmethyl)-16-fluoro-10,19-dimethyl-5,20-dioxa-4,9,10,11,23-pentaazapentacyclo[19.3.1.02,6.08,12.013,18]pentacosa-1(24),2(6),3,8,11,13,15,17,21(25),22-decaen-22-amine C1(CC1)CC=1C=2C3=CN=C(C(O[C@@H](C4=CC(=CC=C4C4=NN(N=C4CC2ON1)C)F)C)=C3)N